CS(=O)(=O)OCC[C@H](C)OCC[C@@H](C)OC=1C=C2C(=NN(C2=CC1)C1OCCCC1)C=1C=NN(C1)S(=O)(=O)C [(3S)-3-[(3R)-3-[3-(1-methylsulfonylpyrazol-4-yl)-1-tetrahydropyran-2-yl-indazol-5-yl]oxybutoxy]butyl] methanesulfonate